O1CCN(CC1)C(COC=1C(=C(C=C(C(=O)OCC)C1)[N+](=O)[O-])Cl)COC=1C(=C(C=C(C(=O)OCC)C1)[N+](=O)[O-])Cl diethyl 5,5'-((2-morpholinopropane-1,3-diyl)bis(oxy))bis(4-chloro-3-nitrobenzoate)